(R)-(4-(7-chloropyrazolo[1,5-a]pyridin-2-yl)-6,7-dihydro-1H-imidazo[4,5-c]pyridin-5(4H)-yl)(5-(1-methylcyclopropyl)-1,3,4-oxadiazol-2-yl)methanone ClC1=CC=CC=2N1N=C(C2)[C@@H]2N(CCC1=C2N=CN1)C(=O)C=1OC(=NN1)C1(CC1)C